ClC=1C(=C(C(=CC1)C(F)F)C1=CN=CC(=N1)C(=O)NC=1C=NN(C1)CC=1C=NC(=C(C1)F)N1C([C@@H]2C[C@@H]2C1)=O)F 6-(3-chloro-6-(difluoromethyl)-2-fluorophenyl)-N-(1-((5-fluoro-6-((1r,5s)-2-oxo-3-azabicyclo[3.1.0]hex-3-yl)pyridin-3-yl)methyl)-1H-pyrazol-4-yl)pyrazine-2-carboxamide